4-methoxy-4'-(trifluoromethyl)-[1,1'-biphenyl]-2-carbaldehyde COC=1C=C(C(=CC1)C1=CC=C(C=C1)C(F)(F)F)C=O